BrC1=CC=C(C=C1)C1=NN=C(N1C1=CC=CC=C1)C1=CC=CC=C1 3-(4-bromophenyl)-4,5-diphenyl-1,2,4-triazole